BrC1=C(C(=C2C(=NC(=NC2=C1F)OC[C@]12CCCN2C[C@@H](C1)F)O)OC[C@H](C=C)NC1COCC1)Cl 7-bromo-6-chloro-8-fluoro-2-(((2R,7aS)-2-fluorotetrahydro-1H-pyrrolizin-7a(5H)-yl)methoxy)-5-(((2S)-2-((tetrahydrofuran-3-yl)amino)but-3-en-1-yl)oxy)quinazolin-4-ol